N-[(1R)-3-Hydroxy-1-phenylpropyl]-6-(5-methylquinolin-3-yl)-4-oxo-3-(propan-2-yl)-4,5-dihydropyrazolo[1,5-a]pyrazine-2-carboxamide OCC[C@H](C1=CC=CC=C1)NC(=O)C1=NN2C(C(NC(=C2)C=2C=NC3=CC=CC(=C3C2)C)=O)=C1C(C)C